CC=1OC2=C(N1)C(=CC=C2)[N+](=O)[O-] 2-methyl-4-nitro-1,3-benzoxazole